4-(4-((3-morpholinobenzyl)oxy)phenyl)-N-(4-phenylbutyl)-1H-imidazole-1-carboxamide O1CCN(CC1)C=1C=C(COC2=CC=C(C=C2)C=2N=CN(C2)C(=O)NCCCCC2=CC=CC=C2)C=CC1